tert-butyl 4-(4-bromothiazol-2-yl)-3,6-dihydro-2H-pyridine-1-carboxylate BrC=1N=C(SC1)C=1CCN(CC1)C(=O)OC(C)(C)C